ON1CC=NC2=CC=CC(=C12)O 1,8-dihydroxyquinoxaline